2,N4-bis(4-fluorobenzyl)-1,2,4-triazine-3,5(2H,4H)-dione FC1=CC=C(CN2N=CC(N(C2=O)CC2=CC=C(C=C2)F)=O)C=C1